(trifluoromethyl)pyrimido[5,4-d]pyrimidin-4-one FC(F)(F)C=1NC(C2=C(N1)C=NC=N2)=O